1-((S or R)-1-(5-amino-6-((1R,5S)-2-oxo-3-azabicyclo[3.1.0]hexan-3-yl)pyridin-3-yl)ethyl)-N-((cis)-3-(5-chloro-2-cyanophenyl)cyclobutyl)-1H-1,2,3-triazole-4-carboxamide NC=1C=C(C=NC1N1C([C@@H]2C[C@@H]2C1)=O)[C@H](C)N1N=NC(=C1)C(=O)N[C@@H]1C[C@@H](C1)C1=C(C=CC(=C1)Cl)C#N |o1:14|